NC(C)C=1C=CC(=NC1)C1=C(C=C(C#N)C=C1)OC=1N(N=C(C1)C1=NC=CC=C1)C 4-[5-(1-aminoethyl)pyridin-2-yl]-3-(2-methyl-5-pyridin-2-ylpyrazol-3-yl)oxybenzonitrile